N1CC(CCC1)C1=NN(C=C1)S(=O)(=O)N piperidin-3-yl-1H-pyrazole-1-sulfonamide